COC1=NC=CC(=C1C1=CC=2C(=CN=C(C2)NC(=O)[C@H]2[C@@H](C2)CN2CCN(CC2)C)N1C)OC trans-N-(2-(2,4-dimethoxypyridin-3-yl)-1-methyl-1H-pyrrolo[2,3-c]pyridin-5-yl)-2-((4-methylpiperazin-1-yl)methyl)cyclopropane-1-carboxamide